5-fluoro-1-hydroxy-2,1-benzoxaborole FC=1C=CC2=C(COB2O)C1